FC1=C(C=CC(=C1)C1(CC1)[C@H](C(=O)N1CCN(CC1)C)NC(CC)=O)NC([C@H]([C@@H]1CC2(CC2)CCC1)NC(OC(C)(C)C)=O)=O tert-butyl ((S)-2-((2-fluoro-4-(1-((R)-2-(4-methylpiperazin-1-yl)-2-oxo-1-propionamidoethyl)cyclopropyl)phenyl)amino)-2-oxo-1-((S)-spiro[2.5]octan-5-yl)ethyl)carbamate